S(=O)(=O)(C(F)(F)F)I triflyl iodide